(2,5-Difluoro-4-methoxyphenyl)acetic acid FC1=C(C=C(C(=C1)OC)F)CC(=O)O